3-chlorobenzyl ((2S)-3-cyclohexyl-1-(((2S)-1-(methoxy(methyl) amino)-4-methyl-5-(methyl (phenethyl) amino)-1,5-dioxopentan-2-yl)amino)-1-oxopropan-2-yl)carbamate C1(CCCCC1)C[C@@H](C(=O)N[C@H](C(=O)N(C)OC)CC(C(=O)N(CCC1=CC=CC=C1)C)C)NC(OCC1=CC(=CC=C1)Cl)=O